1-(3-(3-(4-Chlorophenyl)-4-oxo-3,4-dihydrophthalazin-1-yl)phenyl)cyclopropan-1-carboxyamide ClC1=CC=C(C=C1)N1N=C(C2=CC=CC=C2C1=O)C=1C=C(C=CC1)C1(CC1)CC(=O)N